CC1(CN(C2=CC=CC=C12)C(CN1C[C@H](NCC1)C)=O)C 1-(3,3-Dimethyl-2,3-dihydro-indol-1-yl)-2-((R)-3-methyl-piperazin-1-yl)-ethanone